3-(o-tolyl)cyclobutanol C1(=C(C=CC=C1)C1CC(C1)O)C